bisglycinate iron [Fe+2].NCC(=O)[O-].NCC(=O)[O-]